ICCCC(=O)NC=1C=C(C[C@H](N)C(=O)O)C=CC1 m-(4-iodobutyramido)-L-phenylalanine